CC(C)OC(C1=CC(=CC=C1)N1N=CC=2[C@@H](CCCC12)NC(=O)C1=NOC2=C1CCCC2)=O Propan-2-yl-3-[(4R)-4-(4,5,6,7-tetrahydro-1,2-benzoxazole-3-amido)-4,5,6,7-tetrahydro-1H-indazol-1-yl]benzoate